C1(=CC(=CC=C1)NC1=NC=NC=C1C(=O)N)C 4-(m-tolylamino)-pyrimidine-5-carboxamide